FC(C1=C(C=CC(=C1)C=1C=NNC1)N1CCC(CC1)CN1CCCC1)F 1-((1-(2-(difluoromethyl)-4-(1H-pyrazol-4-yl)phenyl)piperidin-4-yl)methyl)pyrrolidine